5-(2,5-dihydroxybenzylamino)salicylic acid OC1=C(CNC2=CC=C(C(C(=O)O)=C2)O)C=C(C=C1)O